ClC=1C(=NN(C1NC(=O)N[C@@H]1CN(C[C@H]1C1=CC(=C(C=C1)F)F)CCOC)C1=CC=CC=C1)C(CO)(F)F 1-(4-chloro-3-(1,1-difluoro-2-hydroxyethyl)-1-phenyl-1H-pyrazol-5-yl)-3-((3S,4R)-4-(3,4-difluorophenyl)-1-(2-methoxyethyl)pyrrolidin-3-yl)urea